NCCCCCCOCCOCC(=O)NC1=C2C(N(C(C2=CC=C1)=O)C1C(NC(CC1)=O)=O)=O 2-(2-((6-aminohexyl)oxy)ethoxy)-N-(2-(2,6-dioxopiperidin-3-yl)-1,3-dioxoisoindolin-4-yl)acetamide